[(5-acetamido-3,4-dihydroxy-6-{2-[2-(2-{4-[4-(2-oxoazetidine-1-carbonyl)phenyl]-1H-1,2,3-triazol-1-yl}ethoxy)ethoxy]ethoxy}oxan-2-yl)methoxy]sulfonic acid C(C)(=O)NC1C(C(C(OC1OCCOCCOCCN1N=NC(=C1)C1=CC=C(C=C1)C(=O)N1C(CC1)=O)COS(=O)(=O)O)O)O